3-acetamido-5-(ethylcarbamoyl)-2,4,6-triiodobenzoic acid C(C)(=O)NC=1C(=C(C(=O)O)C(=C(C1I)C(NCC)=O)I)I